5-(3-chlorophenyl)-3-hydroxy-picolinic acid methyl ester COC(C1=NC=C(C=C1O)C1=CC(=CC=C1)Cl)=O